CN1C(=C(C(C=C1C)=O)O)C(NC(=S)C)C=1NC2=C(N1)C=CC=C2 1,6-dimethyl-2-((2-benzimidazolyl)-thioacetaminomethyl)-3-hydroxy-4-pyridone